CC1=C(OC2=C1C=C(C=C2)S(N(CCC2=CC=CC=C2)C2=CC=C(C=C2)OC2=CC=CC=C2)(=O)=O)C(=O)[O-] 3-Methyl-5-(N-(4-phenoxyphenyl)-N-phenethylsulfamoyl)benzofuran-2-carboxylate